FC1=C(N)C=C(C(=C1)OC1=CC2=C(N(N=N2)C)C=C1)C 2-fluoro-5-methyl-4-((1-meth-yl-1H-benzo[d][1,2,3]triazol-5-yl)oxy)aniline